ClC1=C2CCN([C@@H](C2=C(C=C1)OCC1=NOC(=N1)C(C)C)CN1C(CCC1)=O)C(=O)C1CCCCC1 (1S,2R)-2-((S)-5-Chloro-8-((5-isopropyl-1,2,4-oxadiazol-3-yl)methoxy)-1-((2-oxopyrrolidin-1-yl)methyl)-1,2,3,4-tetrahydroisochinolin-2-carbonyl)cyclohexan